1-Methoxypropan-2-yl 5-(4-(trifluoromethyl)phenyl)-3,4-dihydroisoquinoline-2(1H)-carboxylate FC(C1=CC=C(C=C1)C1=C2CCN(CC2=CC=C1)C(=O)OC(COC)C)(F)F